C1(CCCC1)C(=O)N1CCN(CC1)C1=NC2=C(C=C(C=C2C(N1C)=O)C)C(C)NC1=C(C(=O)O)C=CC=C1 2-((1-(2-(4-(cyclopentanecarbonyl)piperazin-1-yl)-3,6-dimethyl-4-oxo-3,4-dihydro-quinazolin-8-yl)ethyl)amino)benzoic acid